C(C)(=O)N1N=C(CC1C1=CC=C(C=C1)C(F)(F)F)C=1C(NC2=CC=C(C=C2C1C1=CC=CC=C1)Cl)=O 3-[2-acetyl-3-[4-(trifluoromethyl)phenyl]-3,4-dihydropyrazol-5-yl]-6-chloro-4-phenyl-1H-quinolin-2-one